N,N-di(2-hydroxybutyl)oxamide OC(CN(C(=O)C(=O)N)CC(CC)O)CC